N',3-Dihydroxy-5-((1-(4-(trifluoromethyl)phenyl)-1H-1,2,4-triazol-3-yl)amino)picolinimidamide ON=C(C1=NC=C(C=C1O)NC1=NN(C=N1)C1=CC=C(C=C1)C(F)(F)F)N